N1=CC=C(C=C1)C1=CC=C(C=C1)N1C(C2(CC1)OC1=C(C2)C=CC=C1)=O (4-(pyridin-4-yl)phenyl)-3H-spiro[benzofuran-2,3'-pyrrolidine]-2'-one